C(CCCCCCCCCCC)C(CC(N)(C)C)OS(O)(=O)=O lauryldimethyl-aminopropyl-sulfuric acid